NC1=NC(N(C=C1F)[C@@H]1O[C@@]([C@H](C1)O)(CO)CCl)=O 4-amino-1-((2R,4S,5R)-5-(chloromethyl)-4-hydroxy-5-(hydroxymethyl)tetrahydrofuran-2-yl)-5-fluoropyrimidin-2(1H)-one